3,3-bis(4-azidofurazan-3-oxymethyl)oxetane N(=[N+]=[N-])C=1C(=NON1)OCC1(COC1)COC1=NON=C1N=[N+]=[N-]